((S)-3-(methoxymethyl)piperidin-1-yl)butan-1-one COC[C@@H]1CN(CCC1)C(CCC)=O